N-(1-(7-(3-Chloro-4-fluorophenyl)quinolin-5-yl)cyclopropyl)-2-methyl-5-((1-methylazetidin-2-yl)methoxy)benzamide ClC=1C=C(C=CC1F)C1=CC(=C2C=CC=NC2=C1)C1(CC1)NC(C1=C(C=CC(=C1)OCC1N(CC1)C)C)=O